7-bromo-1,2,3,4-tetrahydro-2,4-methylene-1,8-naphthyridine BrC1=CC=C2C3CC(NC2=N1)C3